C(C)(C)(C)C=1C(C(=CC(C1)=COC)C(C)(C)C)=O 2,6-di-t-butyl-4-(methoxymethylene)cyclohexa-2,5-dienone